6-{[2-(1-Methyl-1H-pyrazol-4-yl)[1,2,4]triazolo[1,5-c]quinazolin-5-yl]amino}-1,4-diazepin-5-one CN1N=CC(=C1)C1=NN2C(=NC=3C=CC=CC3C2=N1)NC=1C(N=CC=NC1)=O